ClC=1C=C(C=CC1)N1N=C(C=C1C1C(C1)C(=O)NC1=CC=CC=2NC(NC21)=O)C2(CC2)C 2-(1-(3-chlorophenyl)-3-(1-methylcyclopropyl)-1H-pyrazol-5-yl)-N-(2-oxo-2,3-dihydro-1H-benzo[d]imidazol-4-yl)cyclopropane-1-carboxamide